Cl.COC1=CC=C(C=C1)C1C(CNCC1C)COC1=C(C#N)C=CC=C1 [((+/-)-trans,cis-4-(4-Methoxyphenyl)-5-methylpiperidin-3-yl)methoxy]benzonitrile Hydrochloride